O=C1NC(CCC1N1C(N(C2=C1C(=CC=C2N2CC(C2)C(=O)O)F)C)=O)=O 1-(1-(2,6-dioxopiperidin-3-yl)-7-fluoro-3-methyl-2-oxo-2,3-dihydro-1H-benzo[d]imidazol-4-yl)azetidine-3-carboxylic acid